NCCS(=O)N(C1=CC=CC=C1)C 2-amino-N-methyl-N-phenylethane-1-sulfinamide